FC(C1=NN=C(S1)C1=CN=C2N1C=C(C=C2N2C[C@H]1N(CC2)C(CCC1)=O)S(=O)(=O)NC1(CC1)C)F (S)-3-(5-(difluoromethyl)-1,3,4-thiadiazol-2-yl)-N-(1-methylcyclopropyl)-8-(6-oxooctahydro-2H-pyrido[1,2-a]pyrazin-2-yl)imidazo[1,2-a]pyridine-6-sulfonamide